hydroxy-formic acid OC(=O)O